CC(C)(C)OC(=O)N1CCCC(C1)CC(=O)O N-Boc-3-piperidineacetic acid